COC=1C=C(C=CC1)S(=O)(=O)C1=CNC2=NC(=CC=C21)NC2=C(C=CC=C2)[N+](=O)[O-] 3-((3-methoxyphenyl)sulfonyl)-N-(2-nitrophenyl)-1H-pyrrolo[2,3-b]Pyridin-6-amine